BrC1=NC=C(C=C1)C(C)(C)C 2-bromo-5-tert-butyl-pyridine